NC1=C2C(=NC=N1)N(N=C2N2C(=CC1=CC=CC=C21)C(=O)NCC(F)F)C(C)(C)C (4-amino-1-tert-butyl-pyrazolo[3,4-d]pyrimidin-3-yl)-N-(2,2-difluoroethyl)-1H-indole-2-carboxamide